CN1CCN(CC1)CCNC(=O)NC1=CC=C(C=C1)C(F)(F)F 1-[2-(4-methylpiperazin-1-yl)ethyl]-3-(4-trifluoromethylphenyl)urea